Cl.FC1=CC=C(C=C1)C(CN1CCC(CC1)NC)=O (4-fluorophenyl)-2-(4-(methylamino)piperidin-1-yl)ethan-1-one hydrochloride